6-(4-((2R,3R)-4-acryloyl-3-(cyanomethyl)morpholin-2-yl)-6-chloropyridin-2-yl)-N-methylpyrimidine-4-carboxamide C(C=C)(=O)N1[C@@H]([C@H](OCC1)C1=CC(=NC(=C1)Cl)C1=CC(=NC=N1)C(=O)NC)CC#N